(E)-3-(4-((E)-2-cyclopropyl-2-(2,4-dichlorophenyl)-1-(4-fluoro-1H-indazol-5-yl)vinyl)phenyl)-acrylic acid C1(CC1)\C(=C(/C=1C(=C2C=NNC2=CC1)F)\C1=CC=C(C=C1)/C=C/C(=O)O)\C1=C(C=C(C=C1)Cl)Cl